bis(1,2,2,6,6-pentamethyl-4-piperidinyl)sebacat CN1C(CC(CC1(C)C)OC(CCCCCCCCC(=O)OC1CC(N(C(C1)(C)C)C)(C)C)=O)(C)C